(3,5-dichlorophenyl)-4-phenyl-[2,4'-bithiazole]-2'-amine ClC=1C=C(C=C(C1)Cl)C1=C(N=C(S1)C=1N=C(SC1)N)C1=CC=CC=C1